ClC1=NC=C(C=C1C(C)O)Cl (2,5-dichloropyridin-3-yl)ethan-1-ol